dimethyl-2-norpinene-2-propionaldehyde CC1=C(C2(CC(C1)C2)C)CCC=O